2-amino-3-(2-amino-ethylsulfanyl)-propionic acid NC(C(=O)O)CSCCN